tert-butyl 3-(4-(4-(3-cyano-4-methoxypyrazolo[1,5-a]pyridin-6-yl)-1H-pyrazol-1-yl)piperidine-1-carbonyl)-3-hydroxyazetidine-1-carboxylate C(#N)C=1C=NN2C1C(=CC(=C2)C=2C=NN(C2)C2CCN(CC2)C(=O)C2(CN(C2)C(=O)OC(C)(C)C)O)OC